di-sec-butyl-1,6-diaminohexane C(C)(CC)C(CCCCCN)(N)C(C)CC